COCC1(COC1)CN [3-(methoxy-methyl)oxetan-3-yl]methanamine